13-bromo-5-(difluoromethyl)-8-(2,6-difluorophenyl)-3-[(4-methoxyphenyl)methyl]-3,4,7,9,12-pentazatricyclo[8.4.0.02,6]tetradeca-1(10),2(6),4,7,11,13-hexaene BrC=1N=CC=2NC(=NC=3C(=NN(C3C2C1)CC1=CC=C(C=C1)OC)C(F)F)C1=C(C=CC=C1F)F